1-(piperazin-1-yl)isoquinoline-3-carboxylic acid N1(CCNCC1)C1=NC(=CC2=CC=CC=C12)C(=O)O